tert-butyl 2-((1r,4r)-2-oxa-5-azabicyclo[2.2.1]hept-5-yl)-8-azaspiro[4.5]decane-8-carboxylate [C@H]12OC[C@H](N(C1)C1CC3(CC1)CCN(CC3)C(=O)OC(C)(C)C)C2